(3R,4S)-1-(4-((8-(3-((1H-1,2,3-triazol-1-yl)methyl)azetidin-1-yl)-5-isopropylisoquinolin-3-yl)amino)pyrimidin-2-yl)-3-fluoro-4-methylpiperidin-4-ol N1(N=NC=C1)CC1CN(C1)C=1C=CC(=C2C=C(N=CC12)NC1=NC(=NC=C1)N1C[C@H]([C@](CC1)(O)C)F)C(C)C